C(C)(=O)C=1C(=CC(=NC1)Cl)NC=1N=CC=2CCC3=C(C2C1F)NC1=C3C(NCC1)=O 2-((5-acetyl-2-chloropyridin-4-yl)amino)-1-fluoro-5,6,8,9,10,11-hexahydro-7H-pyrido[3',4':4,5]pyrrolo[2,3-f]isoquinolin-7-one